C(#C)C=1C(=C2C(=CC1)C(N(CC21CC1)CC(=O)NC1=NC=C(C=N1)F)=O)F 2-(6-ethynyl-5-fluoro-1-oxospiro[3H-isoquinoline-4,1'-cyclopropane]-2-yl)-N-(5-fluoropyrimidin-2-yl)acetamide